C(CCCCCCCCCCCCCCCCCCC)(=O)[O-].[K+] Potassium arachidate